FC=1C=C(OCC(=O)N2CC3N(C(C4=C(NC3=O)C=CC(=C4)C4=CC(=CC=C4)C(F)(F)F)=O)CC2)C=CC1C(F)(F)F 2-(2-(3-fluoro-4-(trifluoromethyl)phenoxy)acetyl)-8-(3-(trifluoromethyl)phenyl)-1,3,4,12a-tetrahydrobenzo[e]pyrazino[1,2-a][1,4]diazepine-6,12(2H,11H)-dione